Cl.ClC=1C=C(C=CC1)[C@H](C)NC(=O)C1(CCOCC1)N1C[C@@H](CC1)OC1=CC(=CC=C1)C(F)(F)F N-((S)-1-(3-Chlorophenyl)ethyl)-4-((R)-3-(3-(trifluoromethyl)phenoxy)pyrrolidin-1-yl)tetrahydro-2H-pyran-4-carboxamide, hydrochloride